2-benzhydryl-benzo[d]isothiazol-3(2H)-one-1,1-dioxide C(C1=CC=CC=C1)(C1=CC=CC=C1)N1S(C2=C(C1=O)C=CC=C2)(=O)=O